1-hydroxy-4-methyl-6-(4-methylphenyl)-2-pyridone ON1C(C=C(C=C1C1=CC=C(C=C1)C)C)=O